1-(4-butoxy-7-chloroquinolin-3-yl)-2,2,2-trifluoroethane-1,1-diol C(CCC)OC1=C(C=NC2=CC(=CC=C12)Cl)C(C(F)(F)F)(O)O